((4-iodophenyl)(1-methyl-1H-indol-3-yl)methyl)triphenylphosphine triflate OS(=O)(=O)C(F)(F)F.IC1=CC=C(C=C1)C(C1=CN(C2=CC=CC=C12)C)C1=C(C=CC=C1)P(C1=CC=CC=C1)C1=CC=CC=C1